ClC1=C(C=C(C=N1)CN(C1=CC(OC1)=O)C1CC1)F 4-{[(6-chloro-5-fluoropyridin-3-yl)methyl](cyclopropyl)amino}furan-2(5H)-one